ClS1C[C@H](CN2C(N=C(C3=CC(=CC1=C23)C(F)(F)F)N2C[C@@H](N([C@@H](C2)C)C(=O)OC(C)(C)C)C)=O)C=2C=NC=CC2 tert-butyl (2S,6R)-4-((S)-l-1-chloro-6-oxo-3-(pyridin-3-yl)-10-(trifluoromethyl)-3,4-dihydro-2H,6H-[1,4]thiazepino[2,3,4-ii]quinazolin-8-yl)-2,6-dimethylpiperazine-1-carboxylate